ClC=1C2=C(N(C(N1)=O)C1=C(C=CC=C1)C1CC1)N=C(C(=C2)Cl)Cl 4,6,7-trichloro-1-(2-cyclopropylphenyl)pyrido[2,3-d]pyrimidin-2(1H)-one